N1C=NC2=C1C=CC(=C2)C2=NN=C(O2)C=2C=CC(=C(C#N)C2)NC(C)C 5-[5-(1H-1,3-benzodiazol-5-yl)-1,3,4-oxadiazol-2-yl]-2-[(propan-2-yl)amino]benzonitrile